C(C1=CC=NC=C1)#N isonicotinonitril